ClC=1C=C(C(=C(C1)NC1=C(N=NC(=C1)NC(=O)C1CC1)C(=O)NC([2H])([2H])[2H])OC)C1=NN(N=C1)CC 4-{[5-chloro-3-(2-ethyl-2H-1,2,3-triazol-4-yl)-2-methoxyphenyl]amino}-6-cyclopropaneamido-N-(2H3)methylpyridazine-3-carboxamide